C(C)(C)(C)OC(=O)N1CC2(C1)CN(C2)C2=CC=CC=1N(C(N(C12)C)=O)C1C(NC(CC1)=O)=O.COC1=C(N)C=CC=C1C=1OC=NN1 2-methoxy-3-(1,3,4-oxadiazol-2-yl)aniline tert-butyl-6-(1-(2,6-dioxopiperidin-3-yl)-3-methyl-2-oxo-2,3-dihydro-1H-benzo[d]imidazol-4-yl)-2,6-diazaspiro[3.3]heptane-2-carboxylate